C(C)OC(=O)C1CCN(CC1)C1COC1 1-(Oxetan-3-yl)piperidine-4-carboxylic acid ethyl ester